4,8-dichloro-2,2-dimethyl-2H-benzo[e][1,3]oxazine ClC1=NC(OC2=C1C=CC=C2Cl)(C)C